C1(=CC=C(C=C1)NC1=CC(=NC=N1)N1C[C@H]([C@@H](CC1)N1CC2=CC=CC=C2CC1)O)C1=CC=CC=C1 trans-1-(6-([1,1'-biphenyl]-4-ylamino)pyrimidin-4-yl)-4-(3,4-dihydroisoquinoline-2(1H)-yl)piperidin-3-ol